COC(=O)C1CC(NC(C1)C)C methyl-2,6-dimethylpiperidine-4-carboxylate